C(CCCCC)(=O)N[C@H](C(=O)O)CCS(=O)C (2S)-2-hexanamido-4-(methylsulfinyl)butanoic acid